Methyl (S)-3-(7-chloro-5-(2-fluorophenyl)-2-hydrazino-2,3-dihydro-1H-benzo[e][1,4]diazepin-3-yl)propionate ClC1=CC2=C(N[C@H](C(N=C2C2=C(C=CC=C2)F)CCC(=O)OC)NN)C=C1